(2S,4r)-1-[(2S)-2-(4-cyclopropyl-triazol-1-yl)-3,3-dimethyl-butyryl]-4-hydroxy-N-[3-(2-methyl-triazol-4-yl)propyl]pyrrolidine-2-carboxamide methyl-4-[(1S)-1-aminoethyl]benzoate COC(C1=CC=C(C=C1)[C@H](C)N)=O.C1(CC1)C=1N=NN(C1)[C@H](C(=O)N1[C@@H](C[C@H](C1)O)C(=O)NCCCC1=NN(N=C1)C)C(C)(C)C